FC1=C(C#N)C=CC(=C1)COC1C2CN(C(C1)C2)C 2-fluoro-4-(((2-methyl-2-azabicyclo[2.2.1]hept-5-yl)oxy)methyl)benzonitrile